FC(C(C(C(C(C(F)(F)F)(F)F)(F)F)(F)F)(F)F)(S(=O)(=O)NS(=O)(=O)C(C(C(C(C(C(F)(F)F)(F)F)(F)F)(F)F)(F)F)(F)F)F.[Li] lithium bis((perfluorohexyl)sulfonyl)amine